C1(=CC=CC=C1)CS(=O)(=O)OC1=C(O[C@@](C1=O)([2H])C1=CC(=CC(=C1)OC)OC)N (S)-2-amino-5-(3,5-dimethoxyphenyl)-4-oxo-4,5-dihydrofuran-3-yl-5-d phenylmethanesulfonate